Glycidyloleate C(C1CO1)OC(CCCCCCC\C=C/CCCCCCCC)=O